C(CCCCCCC(=O)OCCC(CCCCC)CCCCC)(=O)OCCCC(CCCOC(CCC(OCCCC\C=C/CC)OCCCC\C=C/CC)=O)OC(=O)N1C=NC=C1 1-(4-((1H-imidazole-1-carbonyl)oxy)-7-((4,4-bis(((Z)-oct-5-en-1-yl)oxy)butanoyl)oxy)heptyl) 8-(3-pentyloctyl) octanedioate